ClC=1C(=CC(=NC1)OC)C1=CC(=NN1)C(=O)N1CCC(CC1)C(=O)NCC=1C=C2C=CN=CC2=CC1 1-(5-(5-chloro-2-methoxypyridin-4-yl)-1H-pyrazole-3-carbonyl)-N-(isoquinolin-6-ylmethyl)piperidine-4-carboxamide